CN(C1=CC=C(C=N1)C1=NOC(=C1COC1=CC=CC=N1)C)C 6-((3-(6-(dimethylamino)-3-pyridinyl)-5-methyl-isoOxazol-4-yl)methoxy)pyridine